C[C@@H]1CN(CCN1C)C1=NC=C(C(=N1)N1CC(C1)C(=O)NC(C)(C)C1=CN=C2N1C=CC=C2)OC 1-{2-[(3R)-3,4-dimethylpiperazin-1-yl]-5-methoxypyrimidin-4-yl}-N-(2-{imidazo[1,2-a]pyridin-3-yl}propan-2-yl)azetidine-3-carboxamide